tert-butyl 4-(2-morpholinoethoxy)-3-nitrobenzoate O1CCN(CC1)CCOC1=C(C=C(C(=O)OC(C)(C)C)C=C1)[N+](=O)[O-]